Cl.CN1C=CC2=CC=CC(=C12)CN (1-methyl-1H-indol-7-yl)methanamine hydrochloride